ClC1=C(C=2NC(N=C(C2C=N1)C1C[C@@H](N(CC1)C(=O)OCC1=CC=CC=C1)C)=O)F benzyl (2S)-4-(7-chloro-8-fluoro-2-oxo-1,2-dihydropyrido[4,3-d]pyrimidin-4-yl)-2-methylpiperidine-1-carboxylate